C(C)C=1C(=CC=C2C=C(C=C(C12)C1=C(C=2N=C(N=C(C2C=N1)N1C[C@@H]([C@H](CC1)C)O)OC[C@]12CCCN2C[C@@H](C1)F)F)O)F (3R,4S)-1-(7-(8-ethyl-7-fluoro-3-hydroxynaphthalen-1-yl)-8-fluoro-2-(((2R,7aS)-2-fluorohexahydro-1H-pyrrolizin-7a-yl)methoxy)pyrido[4,3-d]pyrimidin-4-yl)-4-methylpiperidin-3-ol